6-[4-[3-[4-(5-Hydroxypyridin-3-yl)pyrazol-1-yl]-5-(trifluoromethyl)benzoyl]piperazin-1-yl]-N-propylpyridazine-3-carboxamide OC=1C=C(C=NC1)C=1C=NN(C1)C=1C=C(C(=O)N2CCN(CC2)C2=CC=C(N=N2)C(=O)NCCC)C=C(C1)C(F)(F)F